FC1=C(C=CC(=C1I)F)S(=O)(=O)NC 2,4-Difluoro-3-iodo-N-methyl-benzenesulfonamide